2-(2,7-Diethyl-4-oxo-pyrazolo[3,4-d]pyridazin-5-yl)-N-(2-oxaspiro[3.3]heptan-6-yl)acetamide C(C)N1N=C2C(=NN(C(C2=C1)=O)CC(=O)NC1CC2(COC2)C1)CC